Tert-butyl ((1r,3r)-3-((4-(5-carbamoyl-6-oxo-2-(trifluoromethyl)-1,6-dihydropyridin-3-yl)phenoxy)methyl)cyclobutyl)carbamate C(N)(=O)C1=CC(=C(NC1=O)C(F)(F)F)C1=CC=C(OCC2CC(C2)NC(OC(C)(C)C)=O)C=C1